aminoacetonitrile, hydrochloride Cl.NCC#N